CC(CP(O)(O)=O)C(C)C 2,3-dimethyl-butylphosphonic acid